Boron magnesium phosphate P(=O)([O-])([O-])[O-].[Mg+2].[B+3]